F[C@H]1[C@@]2(CC[C@](C[C@H]1OC1=CC=C(N=N1)C1=C(C=C3C=CN(C(C3=C1)=O)C)O)(N2)C)C 7-(6-(((1S,2S,3R,5R)-2-fluoro-1,5-dimethyl-8-azabicyclo[3.2.1]octan-3-yl)oxy)pyridazin-3-yl)-6-hydroxy-2-methylisoquinolin-1(2H)-one